4-amino-1-[(2R)-6-amino-2-[[2-[[(2R)-2-[[(2R)-2-amino-3-phenyl-propanoyl]amino]-3-phenyl-propanoyl]amino]-4-fluoro-4-methyl-pentanoyl]amino]hexanoyl]piperidine-4-carboxylic acid NC1(CCN(CC1)C([C@@H](CCCCN)NC(C(CC(C)(C)F)NC([C@@H](CC1=CC=CC=C1)NC([C@@H](CC1=CC=CC=C1)N)=O)=O)=O)=O)C(=O)O